C(C)[C@H](CN1C=CC2=C1N=C(N=C2)NC=2C=NN(C2)CC(=O)O)C(C)C (S)-2-(4-((7-(2-ethyl-3-methylbutyl)-7H-pyrrolo[2,3-d]pyrimidin-2-yl)amino)-1H-pyrazol-1-yl)acetic acid